C[Si](OCC)(OCC)OCC.[O] oxygen methyl-triethoxysilane